[Co]=O.[Li].[Mn].[Ni] nickel manganese-lithium cobalt oxide